Cl.NC1(CCC1)C(=O)O 1-amino-cyclobutane-1-carboxylic acid hydrochloride salt